CN(S(=O)(=O)C1=C(C=CC=C1)C=1C=CC=C2C=NC(=NC12)NC=1C=CC2=C(CC[C@H](CC2)N2CCCC2)C1)C (S)-N,N-dimethyl-2-(2-((7-(pyrrolidin-1-yl)-6,7,8,9-tetrahydro-5H-benzo[7]annulen-2-yl)amino)quinazolin-8-yl)benzenesulfonamide